C(C)N1C(C2=NC(=CC=C2C1)N(C(C#CC)=O)C1=C(C=C(C(=C1)C)I)[C@H]1OCCC1)=O (S)-N-(6-ethyl-7-oxo-6,7-dihydro-5H-pyrrolo[3,4-b]pyridin-2-yl)-N-(4-iodo-5-methyl-2-(tetrahydrofuran-2-yl)phenyl)but-2-ynamide